2-(difluoromethoxy)-5-methyl-pyridine-3-carbohydrazide FC(OC1=NC=C(C=C1C(=O)NN)C)F